[CH-]1C=C(C=C1)C(C(=O)NC(C)(C)C)N(C(=O)C=1N=C(SC1)C#C)C1=CC=CC2=C1C=CS2.[CH-]2C=CC=C2.[Fe+2] N-(1-(ferrocen-3-yl)-2-(tert-butylamino)-2-oxoethyl)-2-ethynyl-N-(4-benzothiophenyl)thiazole-4-carboxamide